C12C(C3CC(CC(C1)C3)C2)=C\2C(OC(/C2=C(\C)/C2=C(OC(=C2)C)C)=O)=O (E)-3-(adamantan-2-ylidene)-4-[1-(2,5-dimethyl-3-furanyl)ethylidene]dihydro-2,5-furandione